BrC=1C=NN2C1N=C(C=C2C=2C(=NC=CC2)F)N2[C@@H](COCC2)C (R)-4-(3-bromo-7-(2-fluoropyridin-3-yl)pyrazolo[1,5-a]pyrimidin-5-yl)-3-methylmorpholine